FC1=CC=2C3=C(C=NC2C=C1)N=C(N3[C@@H]3C[C@@H](CC3)F)CC=3N=NSC3 8-fluoro-1-[cis-3-fluorocyclopentyl]-2-(1,2,3-thiadiazol-4-ylmethyl)-1H-imidazo[4,5-c]quinoline